CNC(C1=CC(=NC=C1)N1C[C@@H]2N([C@H](C1)C2)C2=CC=CC=C2)=O N-methyl-2-((1R,5S)-6-phenyl-3,6-diazabicyclo[3.1.1]heptan-3-yl)isonicotinamide